1-(6-(methylsulfonyl)-5-nitropyridin-3-yl)-1,6,10,13-tetraoxo-11,14-di(prop-2-yn-1-yl)-8-oxa-2,5,11,14-tetraazahexadecan-16-yl (2-(trimethylammonio)ethyl) phosphate P(=O)(OCCN(C(CN(C(COCC(NCCNC(=O)C=1C=NC(=C(C1)[N+](=O)[O-])S(=O)(=O)C)=O)=O)CC#C)=O)CC#C)(OCC[N+](C)(C)C)[O-]